4-(3-fluorobenzoyl)-N-((1-methylpyrrolidin-3-yl)methyl)-3,4-dihydroquinoxaline-1(2H)-carboxamid FC=1C=C(C(=O)N2CCN(C3=CC=CC=C23)C(=O)NCC2CN(CC2)C)C=CC1